tert-butyl N-[2-[1-(4-cyano-3-fluoro-2-thienyl)but-3-enyl-propyl-amino]ethyl]carbamate C(#N)C=1C(=C(SC1)C(CC=C)N(CCNC(OC(C)(C)C)=O)CCC)F